FC1=C(OC2=C3C=NNC3=C(C=C2)S(=O)(=O)C)C=CC(=C1)F 4-(2,4-Difluorophenoxy)-7-methanesulfonyl-1H-indazole